Cholest-5-en-3β-ol CC(C)CCC[C@@H](C)[C@H]1CC[C@H]2[C@@H]3CC=C4C[C@H](CC[C@]4(C)[C@H]3CC[C@]12C)O